CO[Si](CCCNC(C=1C(C(=O)N)=CC=CC1)=O)(OC)OC N-[3-(trimethoxysilyl)propyl]phthalamide